Cl.NCC1=C(C(=C(C=C1)C1=C2C=CC(NC2=NC=C1)=O)F)F 5-(4-(aminomethyl)-2,3-difluorophenyl)-1,8-naphthyridin-2(1H)-one hydrochloride